N1(CCOCC1)C(=O)C1=CC=C(C=C1)B(O)O 4-(morpholine-4-carbonyl)benzeneboronic acid